CN1[C@@H]([C@H](CC1=O)C(=O)NCCOCCOCCNC(OC(C)(C)C)=O)C=1C=NC=CC1 tert-Butyl (2-(2-(2-((2S,3S)-1-methyl-5-oxo-2-(pyridin-3-yl)pyrrolidine-3-carboxamido) ethoxy)ethoxy)ethyl)carbamate